FC1=C(OC2=CC=C(C=C2)B(O)O)C(=CC=C1)F (4-(2,6-difluorophenoxy)phenyl)boronic acid